7-bromo-2,6-dichloro-5-[2-(methylamino)ethoxy]-3H-quinazolin-4-one BrC1=C(C(=C2C(NC(=NC2=C1)Cl)=O)OCCNC)Cl